COC(CC1=CC(=C(C=C1)Cl)Cl)=O 2-(3,4-dichlorophenyl)acetic acid methyl ester